piperidine-5-carboxamide N1CCCC(C1)C(=O)N